OC(=O)C(F)(F)F.FC=1C(=C2C(=C(NC2=C(C1)C(=O)N)C)C)C=1CNCCC1 5-fluoro-2,3-dimethyl-4-(1,2,5,6-tetrahydropyridin-3-yl)-1H-indole-7-carboxamide TFA salt